(S)-{8-[6-chloro-2-({1-[3-(methoxymethyl)bicyclo[1.1.1]pentan-1-yl]-1H-pyrazol-4-yl}amino)quinazolin-7-yl]-2-oxa-8-azaspiro[4.5]decan-3-yl}methanol ClC=1C=C2C=NC(=NC2=CC1N1CCC2(C[C@H](OC2)CO)CC1)NC=1C=NN(C1)C12CC(C1)(C2)COC